N1(N=CC=C1)CC1=CC2=C(C(=NO2)N)C(=C1F)Cl 6-((1H-pyrazol-1-yl)methyl)-4-chloro-5-fluorobenzo[d]isoxazol-3-amine